ClC1=NC=C(C=N1)C(F)(F)F 2-chloro-5-(trifluoromethyl)pyrimidin